1-[(2R,5R)-5-[(hexadecylideneamino)oxymethyl]-4-hydroxyl-3-methoxy-tetrahydrofuran-2-yl]pyrimidine-2,4-dione C(CCCCCCCCCCCCCCC)=NOC[C@@H]1C(C([C@@H](O1)N1C(NC(C=C1)=O)=O)OC)O